1-(10Z-heptadecenoyl)-sn-glycerol C(C=CCCCCCCCCCCCCCC)(=O)OC[C@@H](O)CO